FC1=C(NC2=C(C=CC=3N2C=NC3)C(=O)NOCCO)C=CC(=C1)I 5-(2-fluoro-4-iodoanilino)-N-(2-hydroxyethoxy)imidazo[1,5-a]pyridine-6-carboxamide